8-chloro-3-(((5,5-dimethyl-4,5-dihydro-1H-imidazol-2-yl)thio)methyl)-5H-thiazolo[2,3-b]quinazoline ClC1=CC=C2CN3C(=NC2=C1)SC=C3CSC=3NC(CN3)(C)C